FC(S(=O)(=O)OC1=NC=NC2=CC=CC=C12)(F)F quinazolin-4-yl trifluoromethanesulfonate